C(C)(C)(C)OC(\C=C\C(=C)C1=C(C=C(C(=C1)F)F)C(NC=1C=CC=C2C=CC=NC12)=O)=O (E)-4-(4,5-difluoro-2-(quinolin-8-ylcarbamoyl)phenyl)penta-2,4-dienoic acid tert-butyl ester